ClC=1C(=CC=C2N=CC(=NC12)C=1C=NN(C1)CC1CCN(CC1)C(=O)OC(C)(C)C)OC=1C=CC2=C(NC(=N2)C)C1 tert-butyl 4-((4-(8-chloro-7-((2-methyl-1H-benzo[d]imidazol-6-yl)oxy)quinoxalin-2-yl)-1H-pyrazol-1-yl)methyl)piperidine-1-carboxylate